C1(CC1)C1=NC(=NO1)C1(C[C@@H]2[C@@H](CN(C2)C(=O)N[C@H]2C(CCC[C@@H]2N2CCN(CC2)C(C)C)(F)F)C1)C (3aR,5R,6aS)-5-(5-cyclopropyl-1,2,4-oxadiazole-3-yl)-N-{(1R,6S)-2,2-difluoro-6-[4-(propan-2-yl)piperazin-1-yl]cyclohexyl}-5-methylhexahydrocyclopenta[c]pyrrole-2(1H)-Carboxamide